O=C1NC(CCC1N1CCOC2=C1C=CC=C2C2CCN(CC2)C(=O)OC(C)(C)C)=O t-butyl 4-[4-(2,6-dioxo-3-piperidyl)-2,3-dihydro-1,4-benzoxazin-8-yl]piperidine-1-carboxylate